N1(CCOCC1)C1=CC=C(C=C1)C(/C=C/C=1C=C(OCCC(=O)O)C=CC1)=O 3-[3-[(E)-3-(4-Morpholin-4-ylphenyl)-3-oxoprop-1-enyl]phenoxy]propanoic acid